C(=O)(O)CCSC(=S)SC(C(=O)O)C 2-(2-carboxyethylsulfanylthiocarbonylsulfanyl)-propionic acid